5-hexyl-5-methyl-oxapentan-2-one tert-butyl-7-((2-hydroxyethyl)sulfonyl)-2-(6-((S)-3-methoxy-2-methyl-3-oxopropyl)pyridin-2-yl)-2,6,6-trimethylheptanoate C(C)(C)(C)OC(C(CCCC(CS(=O)(=O)CCO)(C)C)(C)C1=NC(=CC=C1)C[C@@H](C(=O)OC)C)=O.C(CCCCC)C(CCC(O)=O)C